N-(1-(1-(2-((1s,4s)-4-((3-(trifluoromethyl)pyridin-2-yl)oxy)cyclohexyl)ethyl)-1,4,5,6-tetrahydrocyclopenta[c]pyrazole-3-carbonyl)piperidin-4-yl)acetamide FC(C=1C(=NC=CC1)OC1CCC(CC1)CCN1N=C(C2=C1CCC2)C(=O)N2CCC(CC2)NC(C)=O)(F)F